4-chloro-6-methyl-m-xylylene diisocyanate ClC1=C(C=C(C(=C1)C)CN=C=O)CN=C=O